4-[(3-{[4-(cyclopropane-carbonyl)piperazin-1-yl]carbonyl}-4-fluorophenyl)methyl]-2H-phthalazin-1-one C1(CC1)C(=O)N1CCN(CC1)C(=O)C=1C=C(C=CC1F)CC1=NNC(C2=CC=CC=C12)=O